C(CCCCCCCCCC)OC(NCCCC)=O N-butylcarbamic acid undecyl ester